rac-(4r,4s)-4-(4-cyano-2-methoxyphenyl)-5-ethoxy-2,8-dimethyl-1,4-dihydro-1,6-naphthyridine-3-carboxamide C(#N)C1=CC(=C(C=C1)[C@H]1C(=C(NC2=C(C=NC(=C12)OCC)C)C)C(=O)N)OC |r|